CN(CCN1N=C(C2=CC=C(C=C12)C=1C(=NNC1)OC)C(=O)C1COC2=CC=C(C=C2C1)F)C (1-(2-(Dimethylamino)ethyl)-6-(3-methoxy-1H-pyrazol-4-yl)-1H-indazol-3-yl)(6-fluorochroman-3-yl)methanone